5-azidopentan-1-ol N(=[N+]=[N-])CCCCCO